3-{[5-chloro-6-(5-methoxy-2-pyrazinyl)-2-indolyl]methyl}-1-cyclopropyl-1-methylurea ClC=1C=C2C=C(NC2=CC1C1=NC=C(N=C1)OC)CNC(N(C)C1CC1)=O